N=1N(N=CC1)CC(=O)C=1C=CC(=C(C1)N1C(=NC2=C(C1=O)C=CC=N2)CCl)OC(C)C 3-(5-(2-(2H-1,2,3-triazol-2-yl)acetyl)-2-isopropoxyphenyl)-2-(chloromethyl)pyrido[2,3-d]pyrimidin-4(3H)-one